N-(4-Fluorophenyl)-6-[3-(trifluoromethyl)phenoxy]-2-pyridinecarboxamide FC1=CC=C(C=C1)NC(=O)C1=NC(=CC=C1)OC1=CC(=CC=C1)C(F)(F)F